disodium sulfosuccinate disodium oleate C(CCCCCCC\C=C/CCCCCCCC)(=O)[O-].[Na+].[Na+].S(=O)(=O)(O)C(C(=O)[O-])CC(=O)[O-].[Na+].[Na+]